C(C)OC(C1=NN=C2N1C=C(N=C2)C=2C=NC(=CC2)OC(CC)C(F)(F)F)(F)F 3-[ethoxy(difluoro)methyl]-6-[6-[1-(trifluoromethyl)propoxy]-3-pyridyl]-[1,2,4]triazolo[4,3-a]pyrazine